FCS(=O)(=O)N[C@@H]1[C@@H](N(CC12CC2)C(=O)[C@@H]2OCC2)CC=2C(=C(C=C(C2)F)C2=CC(=CC=C2)F)F 1-fluoro-N-((6S,7S)-5-((R)-oxetane-2-carbonyl)-6-((2,3',5-trifluoro-[1,1'-biphenyl]-3-yl)methyl)-5-azaspiro[2.4]heptan-7-yl)methanesulfonamide